C(C)(C)(C)C1=C(C(=C(CN2C(N(C(N(C2=O)CC2=C(C(=C(C=C2)C(C)(C)C)O)C)=O)CC2=C(C(=C(C=C2)C(C)(C)C)O)C)=O)C=C1)C)O 1,3,5-tris(4-t-butyl-3-hydroxy-2-methyl-benzyl)-1,3,5-triazine-2,4,6(1H,3H,5H)-trione